O1C=NC2=C1C=CC(=C2)OC2CC(C2)C(=O)OC methyl (1s,2s)-3-(benzo[d]oxazol-5-yloxy)cyclobutane-1-carboxylate